3-(difluoromethyl)-2-fluorobenzene FC(C=1C(=CC=CC1)F)F